2,2'-bis(di-t-butylphosphino)-1,1'-binaphthyl C(C)(C)(C)P(C1=C(C2=CC=CC=C2C=C1)C1=C(C=CC2=CC=CC=C12)P(C(C)(C)C)C(C)(C)C)C(C)(C)C